C1(CC1)S(=O)(=O)NC=1C=C(C(=C(C1)CNC(=O)C1=CN=C(S1)C1=NC=C(N=C1)OCC)F)F N-[(5-cyclopropanesulfonamido-2,3-difluorophenyl)methyl]-2-(5-ethoxypyrazin-2-yl)-1,3-thiazole-5-carboxamide